tert-butyl (3R*,4R*)-3-(cyclopropyl(methyl)amino)-4-hydroxypyrrolidine-1-carboxylate C1(CC1)N([C@@H]1CN(C[C@H]1O)C(=O)OC(C)(C)C)C |o1:4,8|